O1C(CCCC1)N1N=C(C=C1)B1OC(C(O1)(C)C)(C)C 1-tetrahydropyran-2-yl-3-(4,4,5,5-tetramethyl-1,3,2-dioxaborolan-2-yl)pyrazole